1-bromo-3-(pyridin-3-yl)propan-2-one 9-Heptadecanyl-8-((2-hydroxyethyl)(6-oxo-6-(undecyloxy)hexyl)amino)octanoate CCCCCCCCC(CCCCCCCC)OC(CCCCCCCN(CCCCCC(OCCCCCCCCCCC)=O)CCO)=O.BrCC(CC=1C=NC=CC1)=O